C1N(CCC2=CC=CC=C12)CC1=CC(C(=CO1)OC1COC2(CN(C2)C(=O)OC(C)(C)C)C1)=O tert-butyl 7-((6-((3,4-dihydroisoquinolin-2(1H)-yl) methyl)-4-oxo-4H-pyran-3-yl) oxy)-5-oxa-2-azaspiro[3.4]octane-2-carboxylate